2-(3-methoxyphenyl)-N-(2-(4-methylpiperazin-1-yl)ethyl)-5-phenylOxazole-4-carboxamide COC=1C=C(C=CC1)C=1OC(=C(N1)C(=O)NCCN1CCN(CC1)C)C1=CC=CC=C1